2-((tert-butyldimethylsilyl)oxy)ethyl ((4-aminophenyl)(imino)methyl)carbamate NC1=CC=C(C=C1)C(=N)NC(OCCO[Si](C)(C)C(C)(C)C)=O